N-((1S)-1-(6-((1,1-Dimethyl-2,3-dihydro-1H-inden-2-yl)amino)pyridin-3-yl)-2,2,2-trifluoroethyl)-N-methylpiperidine-4-carboxamide CC1(C(CC2=CC=CC=C12)NC1=CC=C(C=N1)[C@@H](C(F)(F)F)N(C(=O)C1CCNCC1)C)C